[Si](C)(C)(C(C)(C)C)O[C@@H](C)C1=CC=C(C=N1)NC(OC(C)(C)C)=O (S)-tert-butyl (6-(1-((tert-butyldimethylsilyl)oxy)ethyl)pyridin-3-yl)carbamate